2,3-difluoropropionic acid FC(C(=O)O)CF